methyl (S)-5-amino-6-(((3-(4-decylphenyl)-1,2,4-oxadiazol-5-yl)methyl)amino)-6-oxohexanoate hydrochloride Cl.N[C@@H](CCCC(=O)OC)C(=O)NCC1=NC(=NO1)C1=CC=C(C=C1)CCCCCCCCCC